O=C1N(CC2=CC(=CC=C12)CN1CCN(CC1)C1=CC=C(C=C1)C(F)(F)F)N1C(NC(CC1)=O)=O 1-(1-oxo-5-((4-(4-(trifluoromethyl)phenyl)piperazin-1-yl)methyl)isoindolin-2-yl)dihydropyrimidine-2,4(1H,3H)-dione